CN1C(N(C2=C1C=CC=C2)C)C2=CC=C(N(C)C)C=C2 4-(1,3-dimethyl-2,3-dihydro-1H-benzo[d]imidazole-2-yl)-N,N-dimethylaniline